bromo-[(3,5-difluorophenyl)methyl]zinc Br[Zn]CC1=CC(=CC(=C1)F)F